C(C)(C)(C)C1N(CCN(C1)C1=CC(=CC=C1)N1C(NC(CC1)=O)=O)C(=O)O.OC1=C(OC2=C(C(=C(C(=C2C1=O)OC)OC)OC)OC)C1=CC(=CC=C1)OC hydroxy-5,6,7,8,3'-pentamethoxyl-flavone tert-Butyl-4-(3-(2,4-dioxotetrahydropyrimidin-1(2H)-yl)phenyl)piperazine-1-carboxylate